4-(BENZYLAMINO)-6-CHLORO-5-PYRIMIDINECARBALDEHYDE C(C1=CC=CC=C1)NC1=NC=NC(=C1C=O)Cl